The molecule is a non-proteinogenic alpha-amino acid that is tyrosine substituted by a nitro group at position 2. It is a nitrotyrosine and a member of 3-nitrophenols. C1=CC(=C(C=C1O)[N+](=O)[O-])CC(C(=O)O)N